CNS(=O)(=O)CCNC1=C(C=C(C=C1)C=1C=NC=CC1)C1=NN(C=C1)CC=1C=NC=CC1 N-methyl-2-((4-(pyridin-3-yl)-2-(1-(pyridin-3-ylmethyl)-1H-pyrazol-3-yl)phenyl)amino)ethane-1-sulfonamide